4-methyl-2-(2-methyl-4-(4,4,5,5-tetramethyl-1,3,2-dioxaborolan-2-yl)phenoxy)pyrimidine CC1=NC(=NC=C1)OC1=C(C=C(C=C1)B1OC(C(O1)(C)C)(C)C)C